O[C@@H](CNCC1CC(C1)C(C)=O)[C@H]([C@@H]([C@@H](CO)O)O)O 1-[3-[[[(2S,3R,4R,5R)-2,3,4,5,6-pentahydroxyhexyl]amino]methyl]-cyclobutyl]ethanone